BrC1=C2C=CN(C(C2=CC=C1)=O)C(F)F 5-bromo-2-difluoromethylisoquinolin-1(2H)-one